5-(1-phenylcyclopropyl)-4H-1,2,4-triazole-3-carboxylic acid ethyl ester C(C)OC(=O)C1=NN=C(N1)C1(CC1)C1=CC=CC=C1